C1(CC1)N1CCN(CC1)C(=O)C1=CC=C(C=C1)NC=1C(=NN(C1)C1=C(C=CC=C1Cl)Cl)C(=O)N 4-((4-(4-cyclopropylpiperazine-1-carbonyl)phenyl)amino)-1-(2,6-dichlorophenyl)-1H-pyrazole-3-carboxamide